pentyl-3-(4-methoxybenzoyl)indole C(CCCC)C=1NC2=CC=CC=C2C1C(C1=CC=C(C=C1)OC)=O